C(C)(C)(C)C=1C=C(C=C(C1O)C)CCCOP1OC2=C(C3=C(O1)C(=CC(=C3)C(C)(C)C)C(C)(C)C)C=C(C=C2C(C)(C)C)C(C)(C)C 6-[3-(3-t-butyl-4-hydroxy-5-methylphenyl)propoxy]-2,4,8,10-tetra-t-butyldibenz[d,f][1,3,2]dioxaphosphepin